CC1=NN(C(C1C(=O)NC1=CC(=CC=C1)C1=NC=CN=C1)=O)C1=CC(=CC=C1)C=1OC=CN1 3-methyl-1-(3-(oxazol-2-yl)phenyl)-5-oxo-N-(3-(pyrazin-2-yl)phenyl)-4,5-dihydro-1H-pyrazole-4-carboxamide